N-((5'H,7'H-spiro[cyclopropane-1,4'-thieno[2,3-c]pyran]-7'-yl)methyl)ethylamine S1C=CC2=C1C(OCC21CC1)CNCC